trans-5-(2-([2,2'-bipyrimidin]-5-yl)cyclopropyl)-N-cyclopentyl-2,3-difluoroaniline N1=C(N=CC(=C1)[C@H]1[C@@H](C1)C=1C=C(C(=C(NC2CCCC2)C1)F)F)C1=NC=CC=N1